N-(2-methoxyethyl)-N-[7-(pyridin-2-yl)heptyl]propionamide COCCN(C(CC)=O)CCCCCCCC1=NC=CC=C1